C(C)C1=C(C(=C(C=C1N)CC)C)N 2,5-diethyl-6-methyl-1,3-benzenediamine